3-[2-(trifluoromethyl)-4-fluoro-4'-chlorobenzhydryloxy]-N-(benzyl)azetidine-1-carboxamide FC(C1=C(C(C2=CC=C(C=C2)Cl)OC2CN(C2)C(=O)NCC2=CC=CC=C2)C=CC(=C1)F)(F)F